(e)-2-methoxy-4-((8-methylnon-6-enamido)methyl)phenyl 2-((methylamino)methyl)piperidine-1-carboxylate hydrochloride Cl.CNCC1N(CCCC1)C(=O)OC1=C(C=C(C=C1)CNC(CCCC\C=C\C(C)C)=O)OC